C(C)(C)(C)[C@]12CN(C[C@H]2[C@@H]1N)C(=O)OC1=CC=C(C=C1C)C para-Methyl-cresol tert-butyl-(1R,5S,6S)-6-amino-3-azabicyclo[3.1.0]hexane-3-carboxylate